C1(CC1)COC1=C(C=C(C=O)C=C1)OC 4-(cyclopropylmethoxy)-3-methoxy-benzaldehyde